FC=1C=CC(=NC1)CC1CC2(CN(C2)C(=O)N2CC3(C2)CC(C3)C3=NN=C(N3)C3(CC3)O)C1 [6-[(5-fluoro-2-pyridyl)methyl]-2-azaspiro[3.3]heptan-2-yl]-[6-[5-(1-hydroxycyclopropyl)-4H-1,2,4-triazol-3-yl]-2-azaspiro[3.3]heptan-2-yl]methanone